C(C1=C(C(=CC(=C1)CC)C(C)(C)C)O)C1=C(C(=CC(=C1)CC)C(C)(C)C)O 2,2'-methylenebis-(4-ethyl-6-t-butylphenol)